(S)-3-(7'-oxo-1',2',7',9'-tetrahydro-8'H-spiro[piperidine-4,3'-[1,4]oxazino[3,2-e]isoindol]-8'-yl)piperidine-2,6-dione O=C1N(CC2=C3C(=CC=C12)OC1(CN3)CCNCC1)[C@@H]1C(NC(CC1)=O)=O